tert-butyl N-[2-[2-[2-[3-[4-[6-[2-[(6-cyano-4-quinolyl)amino]ethyl]naphthalene-2-carbonyl]piperazin-1-yl]-3-oxo-propoxy]ethoxy]ethoxy]ethyl]carbamate C(#N)C=1C=C2C(=CC=NC2=CC1)NCCC=1C=C2C=CC(=CC2=CC1)C(=O)N1CCN(CC1)C(CCOCCOCCOCCNC(OC(C)(C)C)=O)=O